3-(4-hydroxy-1-oxoisoindol-2-yl)piperidine-2,6-dione OC1=C2CN(C(C2=CC=C1)=O)C1C(NC(CC1)=O)=O